oxepin-2-carbaldehyde O1C(=CC=CC=C1)C=O